CN(C1=CC=C(C=C1)C1C(C2=CC=CC=C2C1)=O)C 2-(4-dimethylaminophenyl)-1-indanone